N-(5-((4-(1H-tetrazol-5-yl)phenyl)carbamoyl)-2-(piperidin-1-yl)phenyl)-1-(2,2,2-trifluoroethyl)-1H-indazole-3-carboxamide N1N=NN=C1C1=CC=C(C=C1)NC(=O)C=1C=CC(=C(C1)NC(=O)C1=NN(C2=CC=CC=C12)CC(F)(F)F)N1CCCCC1